ClC=1C(=CC2=C(N=C(S2)CN(C=2C=3N(N=C(C2)N2CCOCC2)C(=CN3)C(F)(F)F)CC3=CC=C(C=C3)OC)C1)Cl N-((5,6-dichlorobenzo[d]thiazol-2-yl)methyl)-N-(4-methoxybenzyl)-6-morpholino-3-(trifluoromethyl)imidazo[1,2-b]pyridazin-8-amine